6-(2-chloropropan-2-yl)-4-(trifluoromethyl)pyridazin-3(2H)-one ClC(C)(C)C=1C=C(C(NN1)=O)C(F)(F)F